2,2-difluoro-2-(1,1,2,2-tetrafluoro-2-(1,1,2,2-tetrafluoro-2-(trifluoromethoxy)ethoxy)ethoxy)ethyl ethenesulfonate C(=C)S(=O)(=O)OCC(OC(C(OC(C(OC(F)(F)F)(F)F)(F)F)(F)F)(F)F)(F)F